4-amino-7-chloro-N-(cyclopropylmethyl)-N-(6-(trifluoromethyl)-2,3-dihydrobenzofuran-3-yl)imidazo[1,5-a]quinoxaline-8-carboxamide NC=1C=2N(C3=CC(=C(C=C3N1)Cl)C(=O)N(C1COC3=C1C=CC(=C3)C(F)(F)F)CC3CC3)C=NC2